B(OC)(OC)OC methyl dimethyl borate